NN1C(=NC(=C1C(=O)N)C1=CC=C(C=C1)C(NC1=NC=CC(=C1)CC)=O)[C@H]1N(CCCC1)C(\C=C\CC)=O (S,E)-1-Amino-4-(4-((4-ethylpyridin-2-yl)carbamoyl)phenyl)-2-(1-(pent-2-enoyl)piperidin-2-yl)-1H-imidazol-5-carboxamid